(S)-3-hydroxy-7-isopropyl-3-methylbenzofuran O[C@@]1(COC2=C1C=CC=C2C(C)C)C